NC1=NC=C(C=C1O[C@H](C)C=1C=C(C=CC1)NC(C1=CC(=CC=C1)N(C)C)=O)C=1C=NN(C1)CC (R)-N-(3-(1-((2-Amino-5-(1-ethyl-1H-pyrazol-4-yl)pyridin-3-yl)oxy)ethyl)phenyl)-3-(dimethylamino)benzamid